(2S)-2-(tert-butoxycarbonylamino)-3-[[3-(5-methyl-1,2,4-oxadiazol-3-yl)benzoyl]amino]propionic acid C(C)(C)(C)OC(=O)N[C@H](C(=O)O)CNC(C1=CC(=CC=C1)C1=NOC(=N1)C)=O